CC1=C(C(=CC=C1)NCC1=CC=C(C=C1)C)O 2-methyl-6-((4-methylbenzyl)amino)phenol